2,5-dimethylquinolin CC1=NC2=CC=CC(=C2C=C1)C